N,2-dimethylpyrimidine-5-carboxamide CNC(=O)C=1C=NC(=NC1)C